C(C=CCCCC)(=O)[O-].[Na+] sodium heptenoate